FC(C1=CC(=NC=C1)N1N=CC(=C1)S(=O)(=O)N)(F)F 1-(4-(trifluoromethyl)pyridin-2-yl)-1H-pyrazole-4-sulfonamide